NC=1C2=C(N=CN1)N(C(=C2C2=CC=C(C=C2)S(=O)(=O)C2CC2)C2CN(CC2)C(C=C)=O)C 1-(3-(4-amino-5-(4-(cyclopropylsulfonyl)phenyl)-7-methyl-7H-pyrrolo[2,3-d]pyrimidin-6-yl)pyrrolidin-1-yl)prop-2-en-1-one